COP(OC)(=O)CCCl 2-chloro-ethanephosphonic acid dimethyl ester